O(S(=O)(=O)C(F)(F)F)C1=C2C(=NC(=C1)N1[C@@H](COCC1)C)C(=NN2COCC[Si](C)(C)C)C2=CC=NN2C2OCCCC2 5-((R)-3-methylmorpholino)-3-(1-(tetrahydro-2H-pyran-2-yl)-1H-pyrazol-5-yl)-1-((2-(trimethylsilyl) ethoxy) methyl)-1H-pyrazolo[4,3-b]Pyridin-7-yl triflate